OC1=C(C=C(C2=CC=CC=C12)S(=O)(=O)N1CCN(CC1)C1=CC=CC=C1)C(=O)O 1-hydroxy-4-((4-phenylpiperazin-1-yl)sulfonyl)-2-naphthoic acid